ClC=1C=C2C(=NN1)NC[C@]1(N2C[C@@H](C1)OC1=NC=C(C=C1)C=C)CC (6aS,8R)-2-chloro-6a-ethyl-8-((5-vinylpyridin-2-yl)oxy)-5,6,6a,7,8,9-hexahydropyrrolo[1',2':4,5]pyrazino[2,3-c]pyridazine